N-(2,6-dioxopiperidin-3-yl)indoline-1-carboxamide O=C1NC(CCC1NC(=O)N1CCC2=CC=CC=C12)=O